N=1C=NN2C1C=C(C=C2)OC2=C(C=C(C=C2)NC2=NC=NC1=CC3=C(C=C21)N2CCN([C@H](CO3)C2)C(=O)OC(C)(C)C)C tert-butyl (10S)-4-((4-([1,2,4]triazolo[1,5-a]pyridin-7-yloxy)-3-methylphenyl) amino)-7,8,10,11-tetrahydro-9H-6,10-methano[1,4,7]oxadiazonino[3,2-g]quinazoline-9-carboxylate